OCC1(CNCC1)NC(=O)C=1SC=C(C1)NC1=NC=CC(=N1)NC1=NC(=NC=C1)C1=NC(=CC=C1)C N-[3-(hydroxymethyl)pyrrolidin-3-yl]-4-[[4-[[2-(6-methyl-2-pyridyl)pyrimidin-4-yl]amino]pyrimidin-2-yl]amino]thiophene-2-carboxamide